(1-methyl-1H-pyrazol-3-yl)methane CN1N=C(C=C1)C